C(C(C(CC)O)O)O 1,2,3-Pentantriol